[5-(5-chloro-2-methoxypyridin-4-yl)-1-[[2-(trimethylsilyl)ethoxy]methyl]pyrazole-3-carbonyl]-2,5-dimethylpiperidin-4-carboxylic acid methyl ester COC(=O)C1CC(N(CC1C)C(=O)C1=NN(C(=C1)C1=CC(=NC=C1Cl)OC)COCC[Si](C)(C)C)C